N-(1-cyanocyclopropyl)-3-[(2R)-2-cyano-2-methyl-pyrrolidine-1-carbonyl]-8-methoxy-1-(2,2,2-trifluoroethyl)-5,6-dihydropyrrolo[2,1-a]isoquinoline-9-carboxamide C(#N)C1(CC1)NC(=O)C1=C(C=C2CCN3C(C2=C1)=C(C=C3C(=O)N3[C@@](CCC3)(C)C#N)CC(F)(F)F)OC